C(C=C)(=O)N1[C@H](CN(CC1)C=1C2=C(N=C(N1)OC[C@H]1N(CCC1)C(C([2H])([2H])[2H])(C([2H])([2H])[2H])[2H])CN(CC2)C2=CC=CC1=CC=CC(=C21)Cl)CC#N 2-((S)-1-acryloyl-4-(7-(8-chloronaphthalene-1-yl)-2-(((S)-1-(isopropyl-d7)pyrrolidin-2-yl)methoxy)-5,6,7,8-tetrahydropyrido[3,4-d]pyrimidin-4-yl)piperazin-2-yl)acetonitrile